4-hydroxy-N-[[4-(4-methyl-1,3-thiazol-5-yl)phenyl]methyl]pyrrolidine-2-carboxamide acetate C(C)(=O)O.OC1CC(NC1)C(=O)NCC1=CC=C(C=C1)C1=C(N=CS1)C